FC=1C=C(C=CC1)[B-](C1=CC(=CC=C1)F)(C1=CC(=CC=C1)F)C1=CC(=CC=C1)F.[NH+]12CCCCCC2=NCCC1 1,8-diazabicyclo[5.4.0]-7-undecenium tetrakis(3-fluorophenyl)borate